4-thiazolinylketone S1C(NC=C1)C(=O)C1SC=CN1